3-bromo-4-nitro-tert-butylbenzene BrC=1C=C(C=CC1[N+](=O)[O-])C(C)(C)C